FC(C1=CC=C(C=C1)C=CC(CC)=O)(F)F 1-(4-(trifluoromethyl)phenyl)pent-1-en-3-one